(S)-butyl 2-isocyanato-3-tert-butoxypropionate N(=C=O)[C@H](C(=O)OCCCC)COC(C)(C)C